C1(CC1)C1=C(C(=CC=C1)[N+](=O)[O-])N(S(=O)(=O)C)C N-(2-Cyclopropyl-6-nitrophenyl)-N-methylmethanesulfonamide